(1R,5S)-3-(3-Methyl-5-((4-nitro-1H-pyrazol-1-yl)methyl)pyridin-2-yl)-3-azabicyclo[3.1.0]hexan-2-one CC=1C(=NC=C(C1)CN1N=CC(=C1)[N+](=O)[O-])N1C([C@@H]2C[C@@H]2C1)=O